{[1-Cyano-7-(4-fluoro-phenoxy)-4-hydroxy-isoquinoline-3-carbonyl]-amino}-acetic acid C(#N)C1=NC(=C(C2=CC=C(C=C12)OC1=CC=C(C=C1)F)O)C(=O)NCC(=O)O